ClC=1C=C2C=C(NC2=CC1C1=NC(=C(C=C1)OC)F)CNC(=O)NC 1-{[5-chloro-6-(6-fluoro-5-methoxy-2-pyridyl)-2-indolyl]methyl}-3-methylurea